C(C1=CC=CC=C1)OC(=O)N[C@@H](CN(C(OCC1=CC=CC=C1)=O)[C@@H](C)C=C)[C@H](C=C)C benzyl ((2R,3S)-2-(((benzyloxy)carbonyl)amino)-3-methylpent-4-en-1-yl)((S)-but-3-en-2-yl)carbamate